1-[(4R,6S)-12-(3-fluoro-2-hydroxyphenyl)-6-methyl-2,8,10,11-tetrazatricyclo-[7.4.0.02,6]trideca-1(9),10,12-trien-4-yl]pyrrolo[2,3-b]pyridine-5-carbaldehyde FC=1C(=C(C=CC1)C=1N=NC=2NC[C@@]3(C[C@H](CN3C2C1)N1C=CC=2C1=NC=C(C2)C=O)C)O